(R)-2-methyl-5-((1-methylethyl)sulfonamido)-N-(1-(naphthalen-1-yl)ethyl)benzamide CC1=C(C(=O)N[C@H](C)C2=CC=CC3=CC=CC=C23)C=C(C=C1)NS(=O)(=O)C(C)C